4,6-Dichloro-5-((2-fluoro-3-(trifluoromethyl)benzyl)oxy)-1H-indole-2-carboxylic acid ClC1=C2C=C(NC2=CC(=C1OCC1=C(C(=CC=C1)C(F)(F)F)F)Cl)C(=O)O